FC(C1=NN(C=C1[N+](=O)[O-])C1CCC(CC1)CC=O)F 2-[4-[3-(difluoromethyl)-4-nitro-pyrazol-1-yl]cyclohexyl]acetaldehyde